N-(5-bromo-6-[(2-chloro-5-fluorophenyl)carbonyl]isoquinolin-7-yl)-5-fluoro-3-(trifluoromethyl)benzamide BrC1=C2C=CN=CC2=CC(=C1C(=O)C1=C(C=CC(=C1)F)Cl)NC(C1=CC(=CC(=C1)F)C(F)(F)F)=O